C1=CC=C(C(=C1)C2=CC=C(C=C2)Cl)Cl The molecule is a dichlorobiphenyl that is chlorobenzene in which the hydrogen at position 2 has been replaced by a 4-chlorophenyl group. It is a dichlorobiphenyl and a member of monochlorobenzenes.